CN1CC(C1)N1C(C(=CC=C1)C(=O)OC)=O methyl 1-(1-methylazetidin-3-yl)-2-oxo-1,2-dihydropyridine-3-carboxylate